BrC1=CC=C2C(=N1)C(=CN2S(=O)(=O)C2=CC=C(C)C=C2)I 5-bromo-3-iodo-1-p-toluenesulfonyl-1H-pyrrolo[3,2-b]pyridine